2-azaspiro[3.3]heptan-6-amine C1NCC12CC(C2)N